C1(=CC=CC=C1)C=1OCC(N1)C1=CC=CC=C1 2,4-diphenyl-1,3-oxazoline